CC1=C(C(=CC(=C1)N1CC2=CC=C(C=C2C(C1([2H])[2H])([2H])[2H])F)C)NC(CC(C)(C)C)=O N-[2,6-dimethyl-4-(3,3,4,4-tetradeuterio-6-fluoro-1H-isoquinolin-2-yl)phenyl]-3,3-dimethyl-butanamide